NCC=1C=C(C=CC1)CCC(=O)O 3-(3-(aminomethyl)phenyl)propionic acid